2-(chloromethyl)-5-(3,5-dichlorophenyl)-1,3,4-oxadiazole ClCC=1OC(=NN1)C1=CC(=CC(=C1)Cl)Cl